FC1=CC=C(C(=O)O)C=C1 4-fluoro-benzoic acid